BrC1=CC(=C(CNC(N(C)C)=O)C=C1)F (4-bromo-2-fluorobenzyl)-N,N-dimethylurea